4-(4-(2-(2,6-dioxopiperidin-3-yl)-1,3-dioxoisoindol-5-yl)Piperazin-1-yl)-N-methylcyclohexane-1-carboxamide O=C1NC(CCC1N1C(C2=CC=C(C=C2C1=O)N1CCN(CC1)C1CCC(CC1)C(=O)NC)=O)=O